FC=1N=C(SC1CN1C[C@]2(C[C@@H]1C)CC1=NC(=CC=C1O2)OC)NC(C)=O N-(4-Fluoro-5-(((2S,5'S)-5-methoxy-5'-methyl-3H-spiro[furo[3,2-b]pyridine-2,3'-pyrrolidin]-1'-yl)methyl)thiazol-2-yl)acetamide